2-(6-(2-(4-bromo-2-fluorobenzyl)-2H-tetrazol-5-yl)pyridin-2-yl)-2-hydroxypropane-1-sulfonamide BrC1=CC(=C(CN2N=C(N=N2)C2=CC=CC(=N2)C(CS(=O)(=O)N)(C)O)C=C1)F